3-(1-Cyclopropyl-1H-pyrazol-3-yl)-4-methoxy-5-nitrobenzaldehyde C1(CC1)N1N=C(C=C1)C=1C=C(C=O)C=C(C1OC)[N+](=O)[O-]